ClC=1SC(=CC1CCCCCC)Cl 2,5-dichloro-3-hexylthiophene